ClC=1C(=C(C=CC1)NC1=NC=NC2=CC(=C(C=C12)N)C#CC12CN(CC2C1)C1COC1)F N4-(3-chloro-2-fluorophenyl)-7-((3-(oxetan-3-yl)-3-azabicyclo[3.1.0]hexan-1-yl)ethynyl)quinazoline-4,6-diamine